CN1C(N(C=2N=CN(C2C1=O)CC(=O)OCCCCl)C)=O 3-chloropropyl 2-(1,3-dimethyl-2,6-dioxo-1,2,3,6-tetrahydro-7H-purin-7-yl)acetate